O=C1NC(CCC1N1C(C2=CC=C(C=C2C1)NC(=O)C=1C=C2C(=NC1)N(N=C2)C)=O)=O N-[2-(2,6-dioxopiperidin-3-yl)-1-oxo-3H-isoindol-5-yl]-1-methylpyrazolo[3,4-b]pyridine-5-carboxamide